FC(C1=NN(C(=C1)C)C1=C(C=C(C=C1)NC(C1=C(C=CC=C1F)F)=O)F)F N-(4-(3-(difluoromethyl)-5-methyl-1H-pyrazol-1-yl)-3-fluorophenyl)-2,6-difluorobenzamide